C(C)(C)C1=C(N=NC=C1)OCC1CC(C1)C=1C=NC(=NC1)N 5-((1s,3s)-3-(((4-isopropylpyridazin-3-yl)oxy)methyl)cyclobutyl)pyrimidin-2-amine